FCC(=O)C(F)(F)F.[Pd+2] palladium (II) tetrafluoro-acetone